(3-acetoxy-2-hydroxypropyl) ether C(C)(=O)OCC(COCC(COC(C)=O)O)O